OC1=C(C=CC=C1)C1=CC2=C(N=N1)C=C(N2)C2CCN(CC2)C2=NC=C(C=N2)C2=NOC(=C2)C(C(=O)OC)C(C)C methyl 2-[3-(2-{4-[3-(2-hydroxyphenyl)-5H-pyrrolo[3,2-c]pyridazin-6-yl] piperidin-1-yl} pyrimidin-5-yl)-1,2-oxazol-5-yl]-3-methylbutanoate